S(=O)(=O)=C1C(NC(N=C1)=S(=O)=O)=S(=O)=O trisulfonyl-pyrimidine